N1C(=NC2=C1C=CC=C2)C2=CC(=NN2CC2=CC=C(C=C2)OC)NC(=O)C2=CC=C(C=C2)N2CCN(CC2)CCC(=O)OC methyl 3-[4-[4-[[5-(1H-benzimidazol-2-yl)-1-[(4-methoxyphenyl)methyl]pyrazol-3-yl]carbamoyl]phenyl]piperazin-1-yl]propanoate